(2R,6R)-4-({2-fluoro-6-[(4-methoxypyridin-3-yl)oxy]phenyl}methyl)-6-methyl-1-(2-methylpropanoyl)-N-{[4-(pyrimidin-2-yl)phenyl]methyl}piperazine-2-carboxamide FC1=C(C(=CC=C1)OC=1C=NC=CC1OC)CN1C[C@@H](N([C@@H](C1)C)C(C(C)C)=O)C(=O)NCC1=CC=C(C=C1)C1=NC=CC=N1